BrC=1C=C(C=CC1)C(O)C=1N(C=CN1)C (3-bromophenyl)(1-methyl-1H-imidazol-2-yl)methanol